BrC1=CC=CC2=C1CCCC[C@H]2N2CC(N(CC2=O)C2=CC(=C(C(=O)OC(C)(C)C)C=C2)OC=2C=C1C(=NC2)N(C=C1)COCC[Si](C)(C)C)=O tert-butyl (R)-4-(4-(1-bromo-6,7,8,9-tetrahydro-5H-benzo[7]annulen-5-yl)-2,5-dioxopiperazin-1-yl)-2-((1-((2-(trimethylsilyl)ethoxy)methyl)-1H-pyrrolo[2,3-b]pyridin-5-yl)oxy)benzoate